1-(4-(((R)-1-(3-((S)-1,1-difluoro-2-hydroxypropyl)phenyl)ethyl)amino)-7-methoxy-2-methylpyrido[2,3-d]pyrimidin-6-yl)cyclopropane-1-carbonitrile FC([C@H](C)O)(F)C=1C=C(C=CC1)[C@@H](C)NC=1C2=C(N=C(N1)C)N=C(C(=C2)C2(CC2)C#N)OC